C(C)(C)(C)OC(=O)N1C[C@@H](CCC1)C(N(C)OC)=O (R)-3-(methoxy(methyl)carbamoyl)piperidine-1-carboxylic acid tert-butyl ester